ethyl 6-((7-hydroxy-3-iodo-5-((methoxy-carbonyl)amino)-1H-pyrazolo[4,3-d]pyrimidin-1-yl)methyl)-5-methoxynicotinate OC=1C2=C(N=C(N1)NC(=O)OC)C(=NN2CC2=NC=C(C(=O)OCC)C=C2OC)I